2-(4-fluorophenyl)-2-methylpropionaldehyde FC1=CC=C(C=C1)C(C=O)(C)C